ClC=1C(=NC(=NC1)NC1=C(C=C(C(=O)NC2=C(C=CC=C2)OC)C=C1)OC)C=1C=NN(C1)C(C)C 4-((5-chloro-4-(1-isopropyl-1H-pyrazol-4-yl)pyrimidin-2-yl)amino)-3-methoxy-N-(2-methoxyphenyl)benzamide